C(C1=CC=CC=C1)N1[C@@H]2[C@](CC1)(CN(C2)C(=O)OC(C)(C)C)F (cis)-tert-butyl 1-benzyl-3a-fluorohexahydropyrrolo[3,4-b]pyrrole-5(1H)-carboxylate